(3R)-Cyclopentyl-3-[4-(7H-pyrrolo[2,3-d]pyrimidin-4-yl)pyrazol-1-yl]propionitrile phosphate salt P(=O)(O)(O)O.C1(CCCC1)C(C#N)CN1N=CC(=C1)C=1C2=C(N=CN1)NC=C2